ClC1=NN=C(C2=CC=CC=C12)N[C@H]1CN(CCC1)C1CCOCC1 (R)-4-chloro-N-(1-(tetrahydro-2H-pyran-4-yl)piperidin-3-yl)phthalazin-1-amine